FC1=CC(=C(C=C1)O)C1=C(N=C(N=N1)N1CC[C@H]2[C@@H]1CN(CC2)C)C 4-fluoro-2-(5-methyl-3-((3aS,7aR)-6-methyloctahydro-1H-pyrrolo[2,3-c]pyridin-1-yl)-1,2,4-triazin-6-yl)phenol